N1N=CC=2CNCCC21 4,5,6,7-tetrahydro-1H-pyrazolo[4,3-c]pyridin